ClC1=CC=C(C=C1)\C=C/C(=O)C1=CC=C(C=C1)S(=O)(=O)N[C@H](C(=O)O)C (2S)-2-[[4-[(Z)-3-(4-Chlorophenyl)prop-2-enoyl]phenyl]sulfonylamino]propanoic acid